FC1=C(CN2C(N([C@H](C3=CC=C(C=C23)C(=O)NCC2=C(C=C(C=C2F)F)F)C)C)=O)C(=CC=C1OCCCO)F (S)-1-(2,6-difluoro-3-(3-hydroxyprop-oxy)benzyl)-3,4-dimethyl-2-oxo-N-(2,4,6-trifluorobenzyl)-1,2,3,4-tetrahydro-quinazoline-7-carboxamide